tertbutyl 4-(4,4-dimethyl-3-oxo-pentanoyl)piperazine-1-carboxylate CC(C(CC(=O)N1CCN(CC1)C(=O)OC(C)(C)C)=O)(C)C